(+)-2-Fluoro-3-hydroxy-2-isopropyl-2,3-dihydro-1H-inden-1-one FC1(C(C2=CC=CC=C2C1O)=O)C(C)C